BrCCCCCCOC=1C=C(C(=O)C=2N=C(SC2)[C@H]2N(CCC2)C([C@H](C2CCCCC2)NC([C@H](C)N(C(OC(C)(C)C)=O)C)=O)=O)C=CC1 tert-butyl N-[(1S)-2-[[(1S)-2-[(2S)-2-[4-[3-(6-bromohexoxy)benzoyl]thiazol-2-yl]pyrrolidin-1-yl]-1-cyclohexyl-2-oxo-ethyl]amino]-1-methyl-2-oxo-ethyl]-N-methyl-carbamate